ClC1=C(C=C(OCC(=O)NC23CC(C2)(C3)NC(CCOCC3=CC(=CC=C3)Cl)=O)C=C1)F N-{3-[2-(4-chloro-3-fluorophenoxy)acetamido]bicyclo[1.1.1]pentan-1-yl}-3-[(3-chlorophenyl)methoxy]propanamide